Bromopyrazolo[1,5-a]pyrimidine-6-carbaldehyde BrC1=NN2C(N=CC(=C2)C=O)=C1